6'-fluoro-N-(4-hydroxybenzyl)-4'-oxo-3',4'-dihydro-1'H-spiro[piperidine-4,2'-quinoline]-1-carboxamide FC=1C=C2C(CC3(NC2=CC1)CCN(CC3)C(=O)NCC3=CC=C(C=C3)O)=O